C(=O)C1C[C@@H](N(CC1)C(=O)OC(C)(C)C)C tert-butyl (2S)-4-formyl-2-methylpiperidine-1-carboxylate